C1(CCC1)C(CCC(=O)ON1C(CCC1=O)=O)SC1=NC=CC=C1 2,5-dioxopyrrolidin-1-yl 4-cyclobutyl-4-(pyridin-2-ylthio)butanoate